1,3-diallylurea C(C=C)NC(=O)NCC=C